ON=CC(=O)NC1=C(C=CC=C1)C 2-(hydroxyimino)-N-(o-tolyl)acetamide